C(CCC)OC(C(=C)C#N)=O alpha-cyanoacrylic acid n-butyl ester